Tert-butyl (S)-4-((((9H-fluoren-9-yl)methoxy)carbonyl)amino)-5-oxo-5-((2-(tritylthio)ethyl)amino)pentanoate C1=CC=CC=2C3=CC=CC=C3C(C12)COC(=O)N[C@@H](CCC(=O)OC(C)(C)C)C(NCCSC(C1=CC=CC=C1)(C1=CC=CC=C1)C1=CC=CC=C1)=O